OC1=C(C(=NC2=CC=CC=C12)C(=O)O)C(=O)O hydroxyquinolinedicarboxylic acid